1-allyl-2-oxoindoline C(C=C)N1C(CC2=CC=CC=C12)=O